tetracosanyl-diethanolamine C(CCCCCCCCCCCCCCCCCCCCCCC)N(CCO)CCO